ClC=1C=C2C(=CC1)NC(C21CCN(CC1)CCOC1=CC2=C(N(C(=N2)C)C2CN(C2)S(=O)(=O)C)C(=C1)C(F)(F)F)=O 5-chloro-1'-{2-[1-(1-mesyl-3-azetidinyl)-2-methyl-7-(trifluoromethyl)-1H-1,3-benzimidazol-5-yloxy]ethyl}spiro[indoline-3,4'-piperidin]-2-one